(S)-N-(3-(2,3-dichloro-6-fluorophenyl)pyrrolidin-3-yl)-4-methoxyquinolin-7-amine ClC1=C(C(=CC=C1Cl)F)[C@@]1(CNCC1)NC1=CC=C2C(=CC=NC2=C1)OC